C(#N)C1=CC(=C(COC2=CC=CC(=N2)[C@]2(CN(CC2)CC2=NC3=C(N2C[C@H]2OCC2)C=C(C=C3)C(=O)OC)C)C=C1)F methyl 2-(((R)-3-(6-((4-cyano-2-fluorobenzyl)oxy)pyridin-2-yl)-3-methylpyrrolidin-1-yl)methyl)-1-((S)-oxetan-2-ylmethyl)-1H-benzo[d]imidazole-6-carboxylate